C(C)(=O)OCC(=O)O[C@@H](C)[C@H]1CC(CCC1)(C)C 2-{(1S)-1-[(1R)-3,3-dimethylcyclohexyl] ethoxy}-2-oxoethyl acetate